((S)-6,8-dichloro-1-methyl-3,4-dihydroisoquinolin-2(1H)-yl)((R)-4-(thieno[2,3-c]pyridin-4-yl)morpholin-2-yl)methanone ClC=1C=C2CCN([C@H](C2=C(C1)Cl)C)C(=O)[C@H]1CN(CCO1)C1=C2C(=CN=C1)SC=C2